N[C@@H]1CN(CC1)S(=O)(=O)NC(=O)C=1C(=NC(=CC1)C1=CC(=CC(=C1)C)F)N1C(C[C@@H](C1)C)(C)C N-[(3S)-3-Aminopyrrolidin-1-yl]sulfonyl-6-(3-fluoro-5-methylphenyl)-2-[(4S)-2,2,4-trimethylpyrrolidin-1-yl]pyridin-3-carboxamid